C1(=CC(=CC(=C1)C#CC1=CC=C(C(=O)O)C=C1)C#CC1=CC=C(C(=O)O)C=C1)C#CC1=CC=C(C(=O)O)C=C1 4,4',4''-(benzene-1,3,5-triyltri(acetylene-2,1-diyl))tribenzoic acid